O=C1N(CCC(N1)=O)C1=CC(=C(C=NO)C=C1)O 4-(2,4-dioxotetrahydropyrimidin-1(2H)-yl)-2-hydroxybenzaldehyde oxime